FC=1C=C2NC=CC2=C2CCC3=NC=C(CCCC(C4=CN=C(C=5C(=CC=C(OC12)C5)F)N4)(C)C=4C=C(C=CC4)CCC(=O)O)O3 3-[3-(23,29-Difluoro-6-methyl-25,31-dioxa-3,12,20,32-tetrazahexacyclo[24.3.1.12,5.110,13.016,24.017,21]dotriaconta-1(30),2,4,10,12,16,18,21,23,26,28-undecaen-6-yl)phenyl]propanoic acid